OC1CN(CC1)C=1C=C2C=NN(C2=CC1)C 5-(3-hydroxypyrrolidin-1-yl)-1-methyl-1H-indazol